D-glycero-D-mannoheptitol C([C@@H](O)[C@@H](O)[C@H](O)[C@H](O)[C@H](O)CO)O